[NH+]1=CC=CC=C1.S(=O)(=O)([O-])[O-].[NH+]1=CC=CC=C1 sulfate pyridinium salt